2-((E)-2-((E)-3-(2-((E)-1-(5-carboxypentyl)-3,3-dimethylindol-2-yl)vinyl)-2-chlorocyclohex-1-en-1-yl)vinyl)-3,3,7-trimethyl-3H-pyrrolo[2,3-b]pyridin-7-ium chloride [Cl-].C(=O)(O)CCCCCN1C(C(C2=CC=CC=C12)(C)C)/C=C/C1C(=C(CCC1)/C=C/C=1C(C=2C(=[N+](C=CC2)C)N1)(C)C)Cl